FC1(CCC(CC1)C1C(NC2=C(C(=CC=C12)F)F)=O)F 3-(4,4-difluorocyclohexyl)-6,7-difluoroindolin-2-one